C(C#C)OC1=C(N)C=CC=C1 2-(prop-2-yn-1-yloxy)aniline